beta-hydroxyacrylate OC=CC(=O)[O-]